2-[4-(4-chlorophenyl)-5-[2-(trifluoromethyl)pyridin-4-yl]-1H-imidazol-1-yl]-1-{2,7-diazaspiro[3.5]nonan-7-yl}ethan-1-one ClC1=CC=C(C=C1)C=1N=CN(C1C1=CC(=NC=C1)C(F)(F)F)CC(=O)N1CCC2(CNC2)CC1